CC1=C(C=C(C=C1)NC(=O)C)C 3,4-dimethylacetanilide